BrC1=C(C=C(C=C1)S(=O)(=O)Cl)F 4-bromo-3-fluorobenzenesulfonyl chloride